2,7-di(normal octyl)dithienobiphenylene C(CCCCCCC)C1=CC2=C(C=3C=4C=CC=C(C4C3C3=C2SC=C3)CCCCCCCC)S1